4-chloro-1,3,5-triazine-2-Amine ClC1=NC(=NC=N1)N